CC(C)CCCCCCCCCCC/C=C/C(=O)N[C@@H]1[C@H]([C@H]([C@H](O[C@H]1O[C@@H]2[C@@H]([C@H]([C@@H]([C@H](O2)CO)O)O)NC(=O)C)C[C@H]([C@@H]3[C@H]([C@H]([C@@H](O3)N4C=CC(=O)NC4=O)O)O)O)O)O The molecule is a nucleoside that is one of the homologues in the mixture that is tunicamycin, characterised by a 15-methylhexadec-2-enoyl fatty acyl substituent on the amino group of the tunicamine moiety. It has a role as an antimicrobial agent.